C(C)(C)OC=1C(=CC2=CN(N=C2C1)C12COC(C1)(C2)C)C(=O)NC=2C(N(C=CC2)C)=O 6-isopropoxy-N-(1-methyl-2-oxo-1,2-dihydropyridin-3-yl)-2-(1-methyl-2-oxabicyclo[2.1.1]hexan-4-yl)-2H-indazole-5-carboxamide